4-fluoro-2-methyl-8H-dibenzo[3,4:6,7]cyclohepta[1,2-b]thiophen-8-one FC1=CC=CC2=C1C1=C(SC(=C1)C)C1=C(C2=O)C=CC=C1